(2R)-N-benzyl-1-(3-((2-(2,6-dioxopiperidin-3-yl)-1-oxoisoindol-4-yl)oxy)propyl)pyrrolidine-2-carboxamide C(C1=CC=CC=C1)NC(=O)[C@@H]1N(CCC1)CCCOC1=C2CN(C(C2=CC=C1)=O)C1C(NC(CC1)=O)=O